4-[2-Hydroxy-2-(2-hydroxy-3,5-dimethylcyclohexyl)ethyl]-2,6-piperidinedione OC(CC1CC(NC(C1)=O)=O)C1C(C(CC(C1)C)C)O